chloro-2-pentanone ClCC(CCC)=O